N-(4-(4-amino-7-cyano-1-methyl-3-(4-((4-methylpyrimidin-2-yl)oxy)phenyl)-1H-pyrrolo[3,2-c]pyridin-2-yl)-3-methylphenyl)methacrylamide NC1=NC=C(C2=C1C(=C(N2C)C2=C(C=C(C=C2)NC(C(=C)C)=O)C)C2=CC=C(C=C2)OC2=NC=CC(=N2)C)C#N